Cyanomethyl phenyl malonate C(CC(=O)OC1=CC=CC=C1)(=O)OCC#N